Cl.NC1=NC=2C=C(C=CC2C2=C1N=C(N2CC(CO)(CO)C)COCC)CCCN2CCNCC2 2-({4-amino-2-(ethoxymethyl)-7-[3-(piperazin-1-yl)propyl]-1H-imidazo[4,5-c]quinolin-1-yl}methyl)-2-methylpropane-1,3-diol hydrochloride